3-(2-(3-(Trifluoromethoxy)phenyl)-1,2,3,4-tetrahydroisoquinolin-6-yl)propanoic acid FC(OC=1C=C(C=CC1)N1CC2=CC=C(C=C2CC1)CCC(=O)O)(F)F